CC=1N=C(C=2N(C1)C=C(C2)[N+](=O)[O-])CNC(OC(C)(C)C)=O tert-butyl N-[(3-methyl-7-nitro-pyrrolo[1,2-a]pyrazin-1-yl)methyl]carbamate